3-bromo-5,6-difluoro-1H-indazole BrC1=NNC2=CC(=C(C=C12)F)F